(4-chlorophenyl)-9-phenyl-9H-carbazole ClC1=CC=C(C=C1)C1=CC=CC=2C3=CC=CC=C3N(C12)C1=CC=CC=C1